N-(4-fluoro-3-((7-oxo-7,8-dihydro-1,8-naphthyridin-4-yl)amino)phenethyl)-N-methylsulfamide dihydrochloride Cl.Cl.FC1=C(C=C(CCN(S(=O)(=O)N)C)C=C1)NC1=CC=NC=2NC(C=CC12)=O